(R)-(-)-Boc-3-pyrrolidinol CC(C)(C)OC(=O)N1CC[C@H](C1)O